tert-butyl 6-((6-amino-5-(4-phenoxyphenyl)pyrimidin-4-yl)amino)-2-azaspiro[3.3]heptane-2-carboxylate NC1=C(C(=NC=N1)NC1CC2(CN(C2)C(=O)OC(C)(C)C)C1)C1=CC=C(C=C1)OC1=CC=CC=C1